6-(Methoxymethyl)-1-methyl-4-[4-methyl-4-(5-methyl-1,3-benzooxazol-2-yl)piperidin-1-yl]-2-oxo-1,2-dihydro-quinoline-3-carbonitrile COCC=1C=C2C(=C(C(N(C2=CC1)C)=O)C#N)N1CCC(CC1)(C=1OC2=C(N1)C=C(C=C2)C)C